FC(C=1C=CC(=NC1)N)(F)F 5-(trifluoromethyl)-2-aminopyridine